BrC=1C=C(C=C2CN(C(C12)=O)C1C(NC(CC1)=O)=O)C1=CC=CC=C1 3-(7-bromo-1-oxo-5-phenylisoindolin-2-yl)piperidine-2,6-dione